BrC1=CC=C2NC=3C=C(C=C(C3C(C2=C1)(C)C)C)Cl 7-Bromo-3-chloro-1,9,9-trimethyl-9,10-dihydroacridine